BrC=1C=CC(=NC1)C(CC1=NN(C=C1)C(F)F)N1N=CC(=C1)C1=CC(=C(C(=O)OC(C)(C)C)C=C1)F tert-Butyl 4-(1-(1-(5-bromopyridin-2-yl)-2-(1-(difluoromethyl)-1H-pyrazol-3-yl) ethyl)-1H-pyrazol-4-yl)-2-fluorobenzoate